C(C=CC=CC=CC=CCC1C(CCCCCCCC)O1)(=O)O 11,12-epoxyeicosatetraenoic acid